heptane-2,6-diamine hydrochloride Cl.CC(CCCC(C)N)N